C12CN(CC(CC1)O2)C=2SC=C(N2)C2=CC=C(C(=C2OCC(=O)NCCOCCOCCOC=CC(=O)NC2=CC=C(C=C2)C2C(NC(CC2)=O)=O)F)F 3-(2-(2-(2-(2-(6-(2-(8-oxa-3-aza-bicyclo[3.2.1]octan-3-yl)thiazol-4-yl)-2,3-difluorophenoxy)acetamido)-ethoxy)ethoxy)ethoxy)-N-(4-(2,6-dioxopiperidin-3-yl)phenyl)propen-amide